ClC1=CC=C(C=C1)C1=C(CCC(C1)(C)C)CN1C(CN(CC1C)C(=O)C=1C=C2CN(C(C2=CC1F)=O)C1C(NC(CC1)=O)=O)C 3-(5-(4-((4'-chloro-5,5-dimethyl-3,4,5,6-tetrahydro-[1,1'-biphenyl]-2-yl)methyl)-3,5-dimethylpiperazine-1-carbonyl)-6-fluoro-1-oxoisoindolin-2-yl)piperidine-2,6-dione